6-(1H-INDOL-2-YL)-N-(1-METHYL-1H-INDAZOL-7-YL)PYRIDINE-3-SULFONAMIDE N1C(=CC2=CC=CC=C12)C1=CC=C(C=N1)S(=O)(=O)NC=1C=CC=C2C=NN(C12)C